ClC1=C2C=NN(C2=CC=C1NC1=NC(=NO1)C1=CC(=CC=C1)[N+](=O)[O-])C1OCCCC1 N-(4-chloro-1-(tetrahydro-2H-pyran-2-yl)-1H-indazol-5-yl)-3-(3-nitrophenyl)-1,2,4-oxadiazol-5-amine